C(C)(C)C=1C(C=CC1)([Si](C)(C)C)[In] ((isopropyl)(trimethylsilyl)cyclopentadienyl)indium